N-{3-fluoro-4-[(6-(methyloxy)-7-{[3-(4-methylpiperazin-1-yl)propyl]oxy}quinolin-4-yl)oxy]phenyl}-N'-(4-fluorophenyl)cyclopropane-1,1-dicarboxamide FC=1C=C(C=CC1OC1=CC=NC2=CC(=C(C=C12)OC)OCCCN1CCN(CC1)C)NC(=O)C1(CC1)C(=O)NC1=CC=C(C=C1)F